1'-(4-(4-(aminomethyl)-1-oxo-1,2-dihydro-phthalazin-6-yl)-1-methyl-1H-pyrazol-5-yl)-4'-chlorospiro[cyclopropane-1,3'-indolin]-2'-one hydrochloride Cl.NCC1=NNC(C2=CC=C(C=C12)C=1C=NN(C1N1C(C2(C3=C(C=CC=C13)Cl)CC2)=O)C)=O